C1(CCCCC1)CN1C(CN(CC1)C(=O)[C@@H]1CN(CC12CN(C2)C(=O)[C@@H]2C(C2)(C)C)C(=O)C2=CN=CS2)CC(=O)OC methyl 2-(1-(cyclohexylmethyl)-4-((S)-2-((S)-2,2-dimethylcyclopropane-1-carbonyl)-6-(thiazole-5-carbonyl)-2,6-diazaspiro[3.4]octane-8-carbonyl)piperazin-2-yl)acetate